2,7-bis(4-(2-octyldodecyl)thiophen-2-yl)-5H-spiro[benzo[2,1-b:3,4-b']dithiophene-4,2'-[1,3]dioxolan]-5-one C(CCCCCCC)C(CC=1C=C(SC1)C1=CC2=C(S1)C=1SC(=CC1C(C21OCCO1)=O)C=1SC=C(C1)CC(CCCCCCCCCC)CCCCCCCC)CCCCCCCCCC